FCOC=1C=C(N=NC1)C=1C=C(C=CC1C)C12CC(CC(N1C(=O)N)C2)C (3-(5-(fluoromethoxy)pyridazin-3-yl)-4-methylphenyl)-3-methyl-6-azabicyclo[3.1.1]heptane-6-carboxamide